benzyl (S)-3-(azetidin-1-yl)-2-methylpropanoate N1(CCC1)C[C@@H](C(=O)OCC1=CC=CC=C1)C